C(C)(C)(C)OC(=O)N[C@@H](CN1C=2C(OCC1=O)=CSC2C(=O)OC)CO Methyl (S)-4-(2-((tert-butoxycarbonyl)amino)-3-hydroxypropyl)-3-oxo-3,4-dihydro-2H-thieno[3,4-b][1,4]oxazine-5-carboxylate